tetramethylcyclotetrazane CN1N(N(N1C)C)C